ClC1=CC(=C(C=C1F)NC=1C2=C(N=CN1)C=CC(=N2)N2CC(C2)NC(OC(C)(C)C)=O)F tert-Butyl (1-(4-((4-Chloro-2,5-difluorophenyl)amino)pyrido[3,2-d]pyrimidin-6-yl)azetidin-3-yl)carbamate